[1,3]Dioxolane-5-ol O1COCC1O